glycerin tripalmitate C(CCCCCCCCCCCCCCC)(=O)OCC(OC(CCCCCCCCCCCCCCC)=O)COC(CCCCCCCCCCCCCCC)=O